E,E-7,11-hexadecadienyl acetate C(C)(=O)OCCCCCC\C=C\CC\C=C\CCCC